C(C)(C)(C)P(C1=C(C2=CC=CC=C2C=C1)C1=CC=CC2=CC=CC=C12)C(C)(C)C 2-Di-tert-butylphosphino-1,1'-binaphthyl